ethyl 2-(3,4-dichlorophenyl)-1-ethyl-4-oxo-6-[1-[3-(trifluoromethyl)pyrazol-1-yl]ethyl]pyridine-3-carboxylate ClC=1C=C(C=CC1Cl)C=1N(C(=CC(C1C(=O)OCC)=O)C(C)N1N=C(C=C1)C(F)(F)F)CC